OC(CC)=C1C(OC(OC1=O)(C)C)=O 5-(1-hydroxypropylidene)-2,2-dimethyl-1,3-dioxane-4,6-dione